FC(CN1N=C(C(=C1)C1=CN=C2N1C=CN=C2NC2=CC(=C(C(=O)NCCCCCNCC1CN(C1)C(=O)OC(C)(C)C)C=C2)CC)C(F)(F)F)F tert-butyl 3-[[5-[[4-[[3-[1-(2,2-difluoroethyl)-3-(trifluoromethyl)pyrazol-4-yl]imidazo[1,2-a]pyrazin-8-yl]amino]-2-ethyl-benzoyl]amino]pentylamino]methyl]azetidine-1-carboxylate